((R)-3-(4-fluorophenyl)pyrrolidin-1-yl)(4-((R)-2-hydroxy-3-(2H-tetrazol-2-yl)propoxy)phenyl)methanone FC1=CC=C(C=C1)[C@@H]1CN(CC1)C(=O)C1=CC=C(C=C1)OC[C@@H](CN1N=CN=N1)O